(3R)-N-(2-cyano-3-{[3-(4-{2,7-diazaspiro[3.5]nonan-7-yl}phenyl)-4-oxoquinazolin-6-yl]oxy}-4-fluorophenyl)-3-fluoropyrrolidine-1-sulfonamide trifluoroacetate FC(C(=O)O)(F)F.C(#N)C1=C(C=CC(=C1OC=1C=C2C(N(C=NC2=CC1)C1=CC=C(C=C1)N1CCC2(CNC2)CC1)=O)F)NS(=O)(=O)N1C[C@@H](CC1)F